[Si](C1=CC=CC=C1)(C1=CC=CC=C1)(C(C)(C)C)OCC(CN[C@@H](CC1=CNC2=CC=C(C=C12)C(F)(F)F)C)(F)F (R)-3-((tert-butyldiphenylsilyl)oxy)-2,2-difluoro-N-(1-(5-(trifluoromethyl)-1H-indol-3-yl)propan-2-yl)propan-1-amine